6-(trifluoromethyl)imidazo[1,2-b]pyridazin FC(C=1C=CC=2N(N1)C=CN2)(F)F